(±)-4-[4,5-bis(4-chlorophenyl)-2-(2-isopropoxy-4-methoxy-phenyl)-4,5-dihydro-imidazole-1-carbonyl]-piperazin-2-one ClC1=CC=C(C=C1)C1N=C(N(C1C1=CC=C(C=C1)Cl)C(=O)N1CC(NCC1)=O)C1=C(C=C(C=C1)OC)OC(C)C